BrC1=C(C2=C(N(C(=N2)CN2CCC=3C=C(C(=NC3C2)OCC2=C(C=C(C=C2)Cl)F)C(F)(F)F)C[C@H]2OCC2)C=C1)F (S)-7-((5-bromo-4-fluoro-1-(oxetan-2-ylmethyl)-1H-benzo[d]imidazol-2-yl)methyl)-2-((4-chloro-2-fluorobenzyl)oxy)-3-(trifluoromethyl)-5,6,7,8-tetrahydro-1,7-naphthyridine